O=C1OCCCN1C1=NC=CC(=C1)B(O)O (2-(2-oxo-1,3-oxazinan-3-yl)pyridin-4-yl)boronic acid